1-[(1-Methyl-1H-pyrazol-4-yl)[(3R)-1-methylpyrrolidin-3-yl]sulfamoyl]-3-{2-methyl-4H,5H,6H-cyclopenta[b]thiophen-3-yl}urea CN1N=CC(=C1)N(S(=O)(=O)NC(=O)NC=1C2=C(SC1C)CCC2)[C@H]2CN(CC2)C